OC1=C(C=C(C(=C1)O)C1=CC(=CC=C1)C(C)C)C1=C(C(=NO1)C(=O)NCC)C1=C(C=C(C=C1)CN1CCOCC1)F 5-(4,6-Dihydroxy-3'-isopropyl-[1,1'-biphenyl]-3-yl)-N-ethyl-4-(2-fluoro-4-(morpholinomethyl)phenyl)isoxazole-3-carboxamide